Tert-Butyl 4-(2-(2-(3-(2-(2-aminoethoxy)ethoxy)propanamido)benzamido)-5-methylthiazol-4-yl)piperidine-1-carboxylate NCCOCCOCCC(=O)NC1=C(C(=O)NC=2SC(=C(N2)C2CCN(CC2)C(=O)OC(C)(C)C)C)C=CC=C1